BENZENE PENTANOATE C(CCCC)(=O)O.C1=CC=CC=C1